6-(4-(5-((7-Bromo-4-oxo-5-(trifluoromethyl)-3,4-dihydrophthalazin-1-yl)methyl)-2-fluorobenzoyl)piperazin-1-yl)nicotinonitrile BrC1=CC(=C2C(NN=C(C2=C1)CC=1C=CC(=C(C(=O)N2CCN(CC2)C2=NC=C(C#N)C=C2)C1)F)=O)C(F)(F)F